CCC(CCCCCCC=CC)O 10-dodecanen-3-ol